C(C=C)(=O)N1[C@H](CNC[C@H]1C)C (3S,5R)-4-acryloyl-3,5-dimethylpiperazin